C1=CC=CC=2C3=CC=CC=C3C(C12)COC(=O)N[C@@H](CC1=CC=CC=C1)C(=O)O N-(9-fluorenylmethoxycarbonyl)-phenylalanine